tert-butyl (6aR)-4-chloro-1-((2R,6R)-2,6-dimethylmorpholino)-3-(2-fluoro-6-hydroxyphenyl)-12-oxo-6a,7,9,10-tetrahydro-12H-pyrazino[2,1-c]pyrido[3,4-f][1,4]oxazepine-8(6H)-carboxylate ClC1=C(N=C(C=2C(N3[C@@H](COC21)CN(CC3)C(=O)OC(C)(C)C)=O)N3C[C@H](O[C@@H](C3)C)C)C3=C(C=CC=C3O)F